ClC(C(=O)N1CCOC12COC2)Cl 2,2-dichloro-1-(2,5-dioxa-8-azaspiro[3.4]oct-8-yl)ethan-1-one